1-((benzyloxy)carbonyl)-4-(tert-butoxycarbonyl)piperazine-2-carboxylic acid C(C1=CC=CC=C1)OC(=O)N1C(CN(CC1)C(=O)OC(C)(C)C)C(=O)O